(S)-1-(3-hydroxy-4-methoxyphenyl)-4-methyltetrahydropyrimidin-2(1H)-one OC=1C=C(C=CC1OC)N1C(N[C@H](CC1)C)=O